ClC1=C(OCC2=NNC(N2)=S)C=CC=C1 3-[(2-chlorophenoxy)methyl]-1H-1,2,4-triazole-5(4H)-thione